(3S,4S)-tert-butyl 3-((6-(6-cyclopropyl-7-methoxyimidazo[1,2-a]pyridin-3-yl)pyridin-2-yl)amino)-4-fluoropyrrolidine-1-carboxylate C1(CC1)C=1C(=CC=2N(C1)C(=CN2)C2=CC=CC(=N2)N[C@H]2CN(C[C@@H]2F)C(=O)OC(C)(C)C)OC